(Z)-4-((3,5-bis(trifluoromethyl)phenyl)sulfonyl)-3-fluorobut-2-en-1-amine trifluoroacetate salt FC(C(=O)O)(F)F.FC(C=1C=C(C=C(C1)C(F)(F)F)S(=O)(=O)C/C(=C/CN)/F)(F)F